NC1=NC(=CC=2N1N=C(N2)C(O)C2=C(C=CC=C2C=O)F)C=2C(=C(C#N)C=CC2)F 3-(5-amino-2-((2-fluoro-6-formylphenyl)(hydroxy)methyl)-[1,2,4]triazolo[1,5-C]pyrimidin-7-yl)-2-fluorobenzonitrile